BrCC1=CC(=CC=C1)CBr ls-1,3-bis(bromomethyl)benzene